CN(C1=CC(=NO1)C1CCN(CC1)C(=O)C1=CC(=C(C=C1)C(F)(F)F)C)C (4-(5-(dimethylamino)isoxazol-3-yl)piperidin-1-yl)(3-methyl-4-(trifluoromethyl)phenyl)methanone